tert-butyl (1-(2-(3-amino-6-(3-(trifluoromethyl)pyridin-2-yl)pyrazine-2-carboxamido)pyridin-3-yl)-4-(((tertbutyldimethylsilyl)oxy)methyl) piperidin-4-yl)carbamate NC=1C(=NC(=CN1)C1=NC=CC=C1C(F)(F)F)C(=O)NC1=NC=CC=C1N1CCC(CC1)(CO[Si](C)(C)C(C)(C)C)NC(OC(C)(C)C)=O